C(C)N1C(=NC=2C1=NC(=CN2)N2CC(CCC2)COC2=C(C=CC=C2)C)C=2SC=NN2 2-(1-Ethyl-6-(3-((o-tolyloxy)methyl)piperidin-1-yl)-1H-imidazo[4,5-b]pyrazin-2-yl)-1,3,4-thiadiazole